BrC1=CC=C(C=C1)/C=C/C(=C)O[Si](C(C)C)(C(C)C)C(C)C (E)-((4-(4-bromophenyl)buta-1,3-dien-2-yl)oxy)triisopropylsilane